CN1CCC(=CC1)C1=CC2=C(N=CC(=C2NCCCN2CCCC2)C(F)(F)F)N1 2-(1-methyl-1,2,3,6-tetrahydropyridin-4-yl)-N-(3-(pyrrolidin-1-yl)propyl)-5-(trifluoro-methyl)-1H-pyrrolo[2,3-b]pyridin-4-amine